Chlorocarboxamide ClC(=O)N